[N+](=O)([O-])OCCCCCO[N+](=O)[O-] 1,5-pentanediol dinitrate